phenyl-lithium (2,4,6-trimethylbenzoyl)phosphonate CC1=C(C(=O)P(O)(O)=O)C(=CC(=C1)C)C.C1(=CC=CC=C1)[Li]